aminopropyl-dimethoxymethylsilane NCCC[SiH2]C(OC)OC